4-(2-(2-(2-methoxyethoxy)ethoxy)ethoxy)benzene COCCOCCOCCOC1=CC=CC=C1